CC1(N=C(C=N1)C1=C(C(=C(C=C1)OC)F)F)C(=O)NC1=CC(=C(C=C1)C(=O)N1CC(C1)C(=O)N1CCNCC1)Cl 2-methyl-N-[3-chloro-4-[3-(piperazine-1-carbonyl)azetidine-1-carbonyl]phenyl]-5-(2,3-difluoro-4-methoxy-phenyl)-imidazole-2-carboxamide